P(=O)(OCCCCCCCCCCCC=1CC2C(CCC2(C1C1=CC=CC=C1)C(=C)C1=CC=CC=C1)O)(OCC[N+](C)(C)C)[O-] 11-(6-exo-hydroxy-3-phenyl-3a-(1-phenylvinyl)-1,3a,4,5,6,6a-hexahydropentalen-2-yl)undecyl (2-(trimethylammonio)ethyl) phosphate